1-(2-azidomethyl-3-fluoro-4-methoxy-phenyl)-1H-tetrazole N(=[N+]=[N-])CC1=C(C=CC(=C1F)OC)N1N=NN=C1